CN(C(=O)C=1OC2=C(C1)C=C(C=C2C2=C(C=CC=C2)OC)C2=CCCN(C2)C(=O)C2N(CC1=CC=CC=C1C2)C(=O)OC(C)(C)C)C 2-Tert-butyl 3-(5-(2-(dimethylcarbamoyl)-7-(2-methoxyphenyl)benzofuran-5-yl)-1,2,3,6-tetrahydropyridine-1-carbonyl)-3,4-dihydroisoquinoline-2(1H)-carboxylate